4-chloro-N-(3-chloro-4-(6-cyano-5-fluoropyridin-2-yl)phenyl)-3-fluorobenzenesulfonamide ClC1=C(C=C(C=C1)S(=O)(=O)NC1=CC(=C(C=C1)C1=NC(=C(C=C1)F)C#N)Cl)F